BrC1=NN2C(N(C(=C(C2=O)N2CCN(CC2)C(=O)OC(C)(C)C)CC)CC(=O)OCC)=N1 tert-butyl 4-[2-bromo-4-(2-ethoxy-2-oxoethyl)-5-ethyl-7-oxo-[1,2,4]triazolo[1,5-a]pyrimidin-6-yl]piperazine-1-carboxylate